tert-butyl ((4-(5-(hydroxymethyl)-2-(methoxymethyl)benzofuran-7-yl)pyridin-2-yl)methyl)carbamate OCC=1C=C(C2=C(C=C(O2)COC)C1)C1=CC(=NC=C1)CNC(OC(C)(C)C)=O